3-(6-chloro-5-(trifluoromethoxy)-1H-benzo[d]imidazol-2-yl)-N,N-diisopropylpropanamide ClC=1C(=CC2=C(NC(=N2)CCC(=O)N(C(C)C)C(C)C)C1)OC(F)(F)F